5-azido-3,3-dimethyl-3H-benzo[c][1,2]oxathiole 1-oxide N(=[N+]=[N-])C1=CC2=C(S(OC2(C)C)=O)C=C1